4-Chloro-N-(2-((dimethylamino)methyl)quinolin-8-yl)benzenesulfonamide ClC1=CC=C(C=C1)S(=O)(=O)NC=1C=CC=C2C=CC(=NC12)CN(C)C